CN1C(N(CCC1)C)=O 1,3-dimethyl-3,4,5,6-Tetrahydro-2(1H)-pyrimidinone